(1r,3r)-3-((5-(1-ethyl-1H-benzo[d][1,2,3]triazol-6-yl)-4-methoxypyrrolo[2,1-f][1,2,4]triazin-2-yl)amino)-1-methylcyclobutan-1-ol C(C)N1N=NC2=C1C=C(C=C2)C=2C=CN1N=C(N=C(C12)OC)NC1CC(C1)(O)C